O=C1N(C=NN1)C=1C=C(C(=O)O)C=CC1 3-(5-oxo-1H-1,2,4-triazol-4-yl)benzoic acid